C(CCCCC)C1=NC2=C(N1C=1C=C(SC1)C(=O)N)C=CC=C2 4-(2-hexyl-1H-benzo[d]imidazol-1-yl)thiophene-2-carboxamide